trans-1-(2-amino-4-(6-(cyclopropylmethoxy)pyridin-3-yl)-5-fluorophenyl)-4-fluoro-N,N-dimethylpyrrolidin-3-amine NC1=C(C=C(C(=C1)C=1C=NC(=CC1)OCC1CC1)F)N1C[C@H]([C@@H](C1)F)N(C)C